6-Fluoro-4-(4-fluorophenyl)-N-(pyrrolidin-3-ylmethyl)-3,4-dihydroquinoxaline-1(2H)-carboxamid FC=1C=C2N(CCN(C2=CC1)C(=O)NCC1CNCC1)C1=CC=C(C=C1)F